O1COC2=C1C=CC(=C2)N(C(C2=CC(=CC=C2)N2N=C(C(=C2C(C2=CC=CC=C2)=O)Cl)C)=O)C N-(1,3-benzodioxol-5-yl)-3-(5-benzoyl-4-chloro-3-methyl-pyrazol-1-yl)-N-methyl-benzamide